1,1'-(4-methyl-1,3-phenylene)bis(3-(4-(4-aminobenzyl)phenyl)urea) CC1=C(C=C(C=C1)NC(=O)NC1=CC=C(C=C1)CC1=CC=C(C=C1)N)NC(=O)NC1=CC=C(C=C1)CC1=CC=C(C=C1)N